N-((1S,4R,5S)-2-cyano-2-azabicyclo[3.1.0]hexan-4-yl)-3-(2-phenoxyphenyl)-1H-pyrazole-5-carboxamide C(#N)N1[C@H]2C[C@H]2[C@H](C1)NC(=O)C1=CC(=NN1)C1=C(C=CC=C1)OC1=CC=CC=C1